hexakis[beta-(3,5-di-tert-butyl-4-hydroxy-phenyl)propionamidophenyl]cyclotriphosphazene C(C)(C)(C)C=1C=C(C=C(C1O)C(C)(C)C)CCC(=O)NC1=C(C=CC=C1)P1(=NP(=NP(=N1)(C1=C(C=CC=C1)NC(CCC1=CC(=C(C(=C1)C(C)(C)C)O)C(C)(C)C)=O)C1=C(C=CC=C1)NC(CCC1=CC(=C(C(=C1)C(C)(C)C)O)C(C)(C)C)=O)(C1=C(C=CC=C1)NC(CCC1=CC(=C(C(=C1)C(C)(C)C)O)C(C)(C)C)=O)C1=C(C=CC=C1)NC(CCC1=CC(=C(C(=C1)C(C)(C)C)O)C(C)(C)C)=O)C1=C(C=CC=C1)NC(CCC1=CC(=C(C(=C1)C(C)(C)C)O)C(C)(C)C)=O